ClC1=CC(=C(COC2=NC(=CC=C2F)OC2CCNCC2)C=C1)F 2-((4-chloro-2-fluorobenzyl)oxy)-3-fluoro-6-(piperidine-4-oxy)pyridine